(6E)-6-(methoxymethylene)-5,7-dihydro-4H-1,3-benzothiazol-2-amine CO\C=C/1\CC2=C(N=C(S2)N)CC1